3-((2-methoxyethyl)amino)-4-(((5-(5-(trifluoromethyl)-1,2,4-oxadiazol-3-yl)pyridin-2-yl)methyl)amino)cyclobut-3-ene-1,2-dione COCCNC=1C(C(C1NCC1=NC=C(C=C1)C1=NOC(=N1)C(F)(F)F)=O)=O